(S)-N-(2-(3-aminopyrrolidin-1-yl)-5-fluorophenyl)-2-(2-fluoro-6-methoxyphenyl)pyrimidine-4-carboxamide N[C@@H]1CN(CC1)C1=C(C=C(C=C1)F)NC(=O)C1=NC(=NC=C1)C1=C(C=CC=C1OC)F